C(N)(=O)C=1C=CC(=C2C=CC(=NC12)OC)N1C[C@H](N([C@H](C1)C)C(=O)OC(C)(C)C)C tert-butyl (2R,6S)-4-(8-carbamoyl-2-methoxyquinolin-5-yl)-2,6-dimethylpiperazine-1-carboxylate